O=C1N(C=C(C=C1)B1OC(C(O1)(C)C)(C)C)C1CS(C1)(=O)=O 3-[2-oxo-5-(4,4,5,5-tetramethyl-1,3,2-dioxaborolan-2-yl)-1,2-dihydropyridin-1-yl]-1lambda6-thietane-1,1-dione